N-{2,6-dimethylpyrazolo[4,3-b]pyridin-5-yl}-N-(4-iodo-2,5-dimethylphenyl)but-2-ynamide CN1N=C2C(N=C(C(=C2)C)N(C(C#CC)=O)C2=C(C=C(C(=C2)C)I)C)=C1